[C@@H]1([C@H](O)[C@H](O)[C@@H](C[13C](=O)[13C@H](O)[13C@H](O)[13C@H](O)[13CH2]O)O1)N1C=NC=2C(N)=NC=NC12 adenosyl-ribose-13C5